NC1=NC=C(C2=C1C=NN2)NC(C(=O)N2C(C(CCC2)C)C2=CC=CC=C2)=O N-(4-Amino-1H-pyrazolo[4,3-c]pyridin-7-yl)-2-(3-methyl-2-phenyl-1-piperidyl)-2-oxo-acetamide